2-((2-hydroxyethyl)amino)ethan-1-one OCCNCC=O